2-((2-aminoethyl)(methyl)amino)-N-methyl-N-(prop-2-yn-1-yl)acetamide NCCN(CC(=O)N(CC#C)C)C